C(C)(=O)N[C@@H](CSC1=C(C(=O)O)C=C(C=N1)[N+](=O)[O-])C(=O)O (R)-2-((2-acetamido-2-carboxyethyl)thio)-5-nitronicotinic acid